C(OCC1[C@H]2CCC#CCC[C@@H]12)(OC1=CC=C(C=C1)[N+](=O)[O-])=O ((1R,8S,9r)-bicyclo[6.1.0]non-4-yn-9-yl)methyl (4-nitrophenyl) carbonate